BrC=1C=C(C=CC1N1CC(NCC1)(C)C)C=1C(=C(C(=O)N)C=CC1)NC1=CC=C(C=C1)OC (3-bromo-4-(3,3-dimethylpiperazin-1-yl)phenyl)-2-((4-methoxyphenyl)amino)benzamide